9-(4'-chlorobiphenyl-4-yl)-3,4,6,7,8,9-hexahydropyrido[2,1-c][1,2,4]thiadiazine 2,2-dioxide ClC1=CC=C(C=C1)C1=CC=C(C=C1)C1CCCN2C1=NS(CC2)(=O)=O